8-{[(3-ethyl-1H-1,2,4-triazol-5-yl)thio]acetyl}-2-methyl-2,8-diazaspiro[4.5]decane-3-carboxylic acid C(C)C1=NNC(=N1)SCC(=O)N1CCC2(CC(N(C2)C)C(=O)O)CC1